IC=1C=C(C=CC1)C(CCOC(CN(C(OCC1=CC=CC=C1)=O)C)(C)C)(C(C)=O)C Benzyl (2-((3-(3-iodophenyl)-3-methyl-4-oxopentyl)oxy)-2-methylpropyl)(methyl)carbamate